C1(CC1)C1=NC(=CC(=N1)C(=O)NC1=CC(=CC=C1)C1=C(CCC1)C1=NN=CN1C)C 2-cyclopropyl-6-methyl-N-(3-(2-(4-methyl-4H-1,2,4-triazol-3-yl)cyclopent-1-en-1-yl)phenyl)pyrimidine-4-carboxamide